2-(4-benzyloxy-6-chloro-2-methyl-3-pyridyl)-1,2-thiazolidine 1,1-dioxide C(C1=CC=CC=C1)OC1=C(C(=NC(=C1)Cl)C)N1S(CCC1)(=O)=O